methyl 3-(iodomethyl)-1-(4-methoxybenzoyl)pyrrolidine-3-carboxylate ICC1(CN(CC1)C(C1=CC=C(C=C1)OC)=O)C(=O)OC